tert-butyl 3-[5-(1-methoxycarbonyl-2-methyl-propyl) isoxazol-3-yl]oxyazetidine-1-carboxylate COC(=O)C(C(C)C)C1=CC(=NO1)OC1CN(C1)C(=O)OC(C)(C)C